C1(CC1)N1C=NC(=C1)C1=C(C=CC(=C1)NC1=NC=CC(=C1)C(F)(F)F)S(=O)(=O)NC (1-cyclopropylimidazol-4-yl)-N-methyl-4-[[4-(trifluoromethyl)-2-pyridinyl]amino]benzenesulfonamide